FC(CN1C[C@@H]2[C@H](C1)CC(C2)CCOC=2C=C1C(=CNC1=CC2)N)(F)F 5-(2-((3aR,5r,6aS)-2-(2,2,2-trifluoroethyl)octahydrocyclopenta[c]pyrrol-5-yl)ethoxy)-1H-indol-3-amine